FC(C)(F)N1N=CC(=C1)C1(CC(C=2C=NC=3N(C21)N=C(C3)F)C#N)C 8-(1-(1,1-difluoroethyl)-1H-pyrazol-4-yl)-2-fluoro-8-methyl-7,8-dihydro-6H-cyclopenta[e]pyrazolo[1,5-a]pyrimidine-6-carbonitrile